(S)-5-(((2-(6-((R)-3-aminopiperidine-1-carbonyl)-3-methylpyrazolo[1,5-a]pyridin-2-yl)-1-(cyclopropylmethyl)-1H-indol-7-yl)oxy)methyl)pyrrolidin-2-one N[C@H]1CN(CCC1)C(=O)C=1C=CC=2N(C1)N=C(C2C)C=2N(C1=C(C=CC=C1C2)OC[C@@H]2CCC(N2)=O)CC2CC2